CC1NCCN(C1)C(=O)[O-] 5-methylpiperazine-1-carboxylate